2-HYDROXYQUINOLINE-5-BORONIC ACID OC1=NC=2C=CC=C(C2C=C1)B(O)O